4-[(2,4-dimethoxyphenyl)methylamino]-N,7-dimethylimidazo[1,5-a]quinoxaline-8-carboxamide COC1=C(C=CC(=C1)OC)CNC=1C=2N(C3=CC(=C(C=C3N1)C)C(=O)NC)C=NC2